NC1=NC=2C=C(C(=CC2C2=C1COC2)C(=O)N([C@@H]2COC1=C2C=NC(=C1)C(F)(F)F)C)Cl 4-amino-7-chloro-N-methyl-N-((3S)-6-(trifluoromethyl)-2,3-dihydrofuro[3,2-c]pyridin-3-yl)-1,3-dihydrofuro[3,4-c]-quinoline-8-carboxamide